(±)-2,4,5-Trimethylpiperazine-1-carboxylic acid tert-butyl ester C(C)(C)(C)OC(=O)N1C(CN(C(C1)C)C)C